N1=CC=C(C=C1)C=1N=C(C2=C(N1)C=NC=C2)NC(C#N)C [2-(pyridin-4-yl)pyrido[3,4-d]Pyrimidin-4-yl]Amino-propionitrile